8-((4-(4-chlorophenoxy)-3,5-difluorophenyl)sulfonyl)-N-hydroxy-3-((2-morpholinoethyl)sulfonyl)-3,8-diazabicyclo[3.2.1]octane-1-carboxamide ClC1=CC=C(OC2=C(C=C(C=C2F)S(=O)(=O)N2C3(CN(CC2CC3)S(=O)(=O)CCN3CCOCC3)C(=O)NO)F)C=C1